N-[3-[(2s,5s)-6-amino-5-fluoro-5-(fluoromethyl)-2-methyl-3,4-dihydropyridin-2-yl]-4,5-difluoro-phenyl]-5-fluoro-pyridine-2-carboxamide NC=1[C@@](CC[C@@](N1)(C)C=1C=C(C=C(C1F)F)NC(=O)C1=NC=C(C=C1)F)(CF)F